C(C)(C)(C)C1=CC=C(C=C1)NC=1C(=CC=2C(C3=CC=CC=C3C2C1)(C)C)B1OC(C(O1)(C)C)(C)C N-(4-(tert-butyl)phenyl)-9,9-dimethyl-2-(4,4,5,5-tetramethyl-1,3,2-dioxaborolan-2-yl)-9H-fluoren-3-amine